(R)-4-isopropyl-6,6a,7,8,9,10-hexahydro-5H-pyrazino[1,2-a][1,8]naphthyridine C(C)(C)C=1C=2CC[C@H]3N(C2N=CC1)CCNC3